C(S(=O)(=O)Cl)S(=O)(=O)Cl methanedisulphonyl dichloride